CC=CCCCCCC(=O)[O-] oct-2-ene-8-carboxylate